C1=C(C=CC2=CC=CC=C12)C=1C(=C(C=CC1NC1=CC=CC=C1)C1=CC=C(C=C1)NC1=CC=CC=C1)C1=CC2=CC=CC=C2C=C1 di(naphthalene-2-yl)-N,N'-di(phenyl)biphenyl-4,4'-diamine